[(2S)-2-hydroxy-3-[6-[(4-methyloxazol-5-yl)methoxy]-3,4-dihydro-1H-isoquinolin-2-yl]propyl]pyridine-4-carboxamide O[C@@H](CC1=NC=CC(=C1)C(=O)N)CN1CC2=CC=C(C=C2CC1)OCC1=C(N=CO1)C